C([O-])([O-])=O.[Na+].[Na+] sodium monocarbonate